FC([C@](C(=O)O)(C1=CC=CC=C1)O)(F)F |o1:2| (R or S)-3,3,3-trifluoro-2-hydroxy-2-phenylpropanoic acid